CS(=O)(=O)[O-].COC=1C(C(=C(C(C1OC)=O)CCCCCCCCCC[P+](C1=CC=CC=C1)(C1=CC=CC=C1)C1=CC=CC=C1)C)=O 10-(4,5-dimethoxy-2-methyl-3,6-dioxo-1,4-cyclohexadienyl)decyl-triphenylphosphonium methanesulfonate